BrC1=NN=C(S1)C1=CC(=C(C(=O)N(C)C)C=C1)F 4-(5-bromo-1,3,4-thiadiazol-2-yl)-2-fluoro-N,N-dimethylbenzamide